N-pentadecyl-N,N-diethyl-N-benzyl-ammonium C(CCCCCCCCCCCCCC)[N+](CC1=CC=CC=C1)(CC)CC